2-ethyl-5-methoxypyridine-4-sulfonyl chloride C(C)C1=NC=C(C(=C1)S(=O)(=O)Cl)OC